(1'R,2'R)-5'-methyl-3-(1-methyl-1H-pyrazol-5-yl)-4-pentyl-2'-(prop-1-en-2-yl)-1',2',3',4'-tetrahydro-[1,1'-biphenyl]-2,6-diol CC=1CC[C@H]([C@@H](C1)C=1C(=C(C(=CC1O)CCCCC)C1=CC=NN1C)O)C(=C)C